1-cyclopropyl-3-[5-cyclopropyl-4-[5-(4-piperidyl)pyrimidin-2-yl]isoxazol-3-yl]pyrazolo[3,4-d]pyrimidin-4-amine C1(CC1)N1N=C(C=2C1=NC=NC2N)C2=NOC(=C2C2=NC=C(C=N2)C2CCNCC2)C2CC2